(2S,5R)-6-benzyloxy-7-oxo-1,6-diaza-bicyclo[3.2.1]octane-2-carboxylic acid C(C1=CC=CC=C1)ON1[C@@H]2CC[C@H](N(C1=O)C2)C(=O)O